[Cu+2].C[N+](CC=C)(CC=C)C dimethyldiallylammonium copper